C(C)(C)(C)OC(=O)N(C(OC(C)(C)C)=O)C1=NC=CC(=C1F)CC=1C=NC=C(C1C)NC1=C(C=C(C=C1)C(F)(F)F)F tert-butyl N-(tert-butoxycarbonyl)-N-{3-fluoro-4-[(5-{[2-fluoro-4-(trifluoromethyl)phenyl]amino}-4-methylpyridin-3-yl)methyl]pyridin-2-yl}carbamate